4-[1-(cyclobutyl-methyl)-8-dimethylamino-2-oxo-8-phenyl-1,3-diazaspiro[4.5]decan-3-yl]-pyrimidine-2-carbonitrile C1(CCC1)CN1C(N(CC12CCC(CC2)(C2=CC=CC=C2)N(C)C)C2=NC(=NC=C2)C#N)=O